(R or S)-4-(2-(3-(ethoxymethyl)-1-(2-(6-methylpyridin-3-yl)propan-2-yl)pyrrolidin-3-yl)ethyl)-1H-thieno[3,4-d]imidazol-2(3H)-one C(C)OC[C@]1(CN(CC1)C(C)(C)C=1C=NC(=CC1)C)CCC=1SC=C2NC(NC21)=O |o1:4|